7-amino-3-(2-fluoro-6-methyl-phenyl)-1-(1-methylazetidin-3-yl)-4H-pyrido[4,3-d]pyrimidin-2-one NC1=CC=2N(C(N(CC2C=N1)C1=C(C=CC=C1C)F)=O)C1CN(C1)C